CNCC1=NC(=CC2=C1CN(C2=O)C2=NC(=CC=C2)C2=NN=CN2C2(CC2)C(F)(F)F)N2[C@@H](CCC2)C (R)-4-((methylamino)methyl)-6-(2-methyl-Pyrrolidin-1-yl)-2-(6-(4-(1-(trifluoromethyl)cyclopropyl)-4H-1,2,4-triazol-3-yl)pyridin-2-yl)-2,3-dihydro-1H-pyrrolo[3,4-c]pyridin-1-one